C(C)N(C(=O)N1CCOCC1)C N-ethyl-N-methylmorpholine-4-carboxamide